5-amino-1-cyclopentyl-3-(4-(2-((2-fluoro-5-methylphenyl)amino)-2-oxoethyl)phenyl)-1H-pyrazole-4-carboxamide NC1=C(C(=NN1C1CCCC1)C1=CC=C(C=C1)CC(=O)NC1=C(C=CC(=C1)C)F)C(=O)N